NC1=C(C(=NN1C)C1CC2CC(C2C1)=O)C(=O)NC1=CC(=C(C=C1)F)Cl 5-amino-N-(3-chloro-4-fluorophenyl)-1-methyl-3-(6-oxobicyclo[3.2.0]Hept-3-yl)-1H-pyrazole-4-carboxamide